N-(4-bromo-2-fluorophenyl)-N-methylcyclopropanecarboxamide BrC1=CC(=C(C=C1)N(C(=O)C1CC1)C)F